C[Si](O[Si](O[Si](C=C)(C)C)(C1=CC=CC=C1)C)(C=C)C 1,1,3,5,5-pentamethyl-3-phenyl-1,5-divinyltrisiloxane